N-[5-(5-methoxy-2-methyl-1-oxo-1,2-dihydro-isoquinolin-4-yl)-2-methyl-phenyl]-methanesulfonamide COC1=C2C(=CN(C(C2=CC=C1)=O)C)C=1C=CC(=C(C1)NS(=O)(=O)C)C